N-(2-(2-(((5-methylpyridin-3-yl)methyl)amino)-5-oxo-5,7-dihydro-6H-pyrrolo[3,4-b]pyridin-6-yl)ethyl)acetamide CC=1C=C(C=NC1)CNC1=CC=C2C(=N1)CN(C2=O)CCNC(C)=O